5-tert-butoxycarbonylamino-2-methylene-pentanoic acid ethyl ester C(C)OC(C(CCCNC(=O)OC(C)(C)C)=C)=O